(S)-N-(7-(3-hydroxy-3-(methyl-d3)but-1-yn-1-yl-4,4,4-d3)-5-methyl-4-oxo-2,3,4,5-tetrahydrobenzo[b][1,4]oxazepin-3-yl)-4-phenoxypicolinamide OC(C#CC1=CC2=C(OC[C@@H](C(N2C)=O)NC(C2=NC=CC(=C2)OC2=CC=CC=C2)=O)C=C1)(C([2H])([2H])[2H])C([2H])([2H])[2H]